2-(7-(((cis)-3-hydroxy-3-methylcyclobutyl)amino)-1H-pyrrolo[2,3-d]pyridazin-4-yl)-5-(trifluoromethyl)pyridin-3-ol OC1(CC(C1)NC=1N=NC(=C2C1NC=C2)C2=NC=C(C=C2O)C(F)(F)F)C